methyl 4-((6-bromo-3-fluoropyridin-2-yl) methyl)-1-((3-chloro-2-fluorophenyl) methyl-d2)-2-methylpiperidine-4-carboxylate BrC1=CC=C(C(=N1)CC1(CC(N(CC1)C([2H])([2H])C1=C(C(=CC=C1)Cl)F)C)C(=O)OC)F